aminooxalic acid NOC(C(=O)O)=O